2,4-dichloro-1,2,3,4-tetrahydropyridine ClC1NC=CC(C1)Cl